CC1(CC(C2OC3(OC21)CCCCC3)O)C=C 4'-methyl-4'-vinyltetrahydro-4'H-spiro[cyclohexane-1,2'-cyclopenta[d][1,3]dioxol]-6'-ol